ClC=1C=CC2=C(N(CN(S2(=O)=O)[C@@H]([C@H](C)C2=C(C(=CC=C2F)C)C)C2=NNC(O2)=O)CCOC)C1 5-((1S,2R)-1-(6-chloro-4-(2-methoxyethyl)-1,1-dioxido-3,4-dihydro-2H-benzo[e][1,2,4]thiadiazin-2-yl)-2-(6-fluoro-2,3-dimethylphenyl)propyl)-1,3,4-oxadiazol-2(3H)-one